1-(4-(6-chloro-8-fluoro-2-(1-isopropyl-piperidin-4-ylamino)-7-(5-methyl-1H-indazol-4-yl)quinazolin-4-yl)piperazin-1-yl)prop-2-en-1-one ClC=1C=C2C(=NC(=NC2=C(C1C1=C2C=NNC2=CC=C1C)F)NC1CCN(CC1)C(C)C)N1CCN(CC1)C(C=C)=O